3-(3-nitro-10,11-dihydro-5H-dibenzo[b,f]azepin-5-yl)propan-1-amine [N+](=O)([O-])C=1C=CC2=C(N(C3=C(CC2)C=CC=C3)CCCN)C1